C(C1=CC=CC=C1)OC(C(C=1C=NC=CC1C(F)(F)F)N(C(=O)N1[C@@H](CCC1)C(=O)OC)C1=C(C=C(C=C1)C1CC1)F)=O methyl (2S)-1-[[2-benzyloxy-2-oxo-1-[4-(trifluoromethyl)-3-pyridyl]ethyl]-(4-cyclopropyl-2-fluoro-phenyl)carbamoyl]pyrrolidine-2-carboxylate